3-((1-(N,N-dimethylaminosulfonyl)-1H-1,2,4-triazol-3-yl)disulphanyl)-N,N-dimethyl-1H-1,2,4-triazole-1-sulfonamide CN(S(=O)(=O)N1N=C(N=C1)SSC1=NN(C=N1)S(=O)(=O)N(C)C)C